C12(CCC(CC1)O2)C(C=C)NS(=O)C(C)(C)C N-(1-(7-oxabicyclo[2.2.1]heptan-1-yl)allyl)-2-methylpropane-2-sulfinamide